2-(2-Fluorophenyl)-6-methylpyrazolo[1,5-a]pyrimidine-3-carboxylic acid FC1=C(C=CC=C1)C1=NN2C(N=CC(=C2)C)=C1C(=O)O